(3R,5'S)-6-bromo-2-oxo-1H-spiro[pyrazolo[1,5-a]imidazole-3,3'-pyrrolidine]-5'-carboxamide BrC1=NN2C(NC([C@@]23CN[C@@H](C3)C(=O)N)=O)=C1